Methyl 4-[3-[2,6-dichloro-4-(1-methylpyrazol-4-yl)benzoyl]-2,4-dihydro-1,3-benzoxazin-8-yl]-5-fluoro-2-(8-oxa-3-azabicyclo[3.2.1]octan-3-yl)benzoate ClC1=C(C(=O)N2COC3=C(C2)C=CC=C3C3=CC(=C(C(=O)OC)C=C3F)N3CC2CCC(C3)O2)C(=CC(=C1)C=1C=NN(C1)C)Cl